CN(C(O)=O)C.CNC dimethylamine N,N-dimethylcarbamate